S1S[C@@H](CC1)CCCCC(=O)OCN1C=CC2=C1N=CN=C2C=2C=NN(C2)C(CC#N)C2CCCC2 [4-[(l)-1-(2-Cyano-1-cyclopentyl-ethyl)pyrazol-4-yl]pyrrolo[2,3-d]pyrimidin-7-yl]methyl 5-[(3R)-dithiolan-3-yl]pentanoate